ClC=1C(=NC(=NC1)NC1=C(C=C(C(=C1)Cl)N1CCC(CC1)N1CCN(CC1)C)Cl)NC=1C(=CC2=C(CCO2)C1)NS(=O)(=O)C N-(5-((5-chloro-2-((2,5-dichloro-4-(4-(4-methylpiperazin-1-yl)piperidin-1-yl)phenyl)Amino)pyrimidin-4-yl)amino)-2,3-dihydrobenzofuran-6-yl)methanesulfonamide